sodium N-{[1,1'-biphenyl]-2-yl}sulfonamide C1(=C(C=CC=C1)NS(=O)=O)C1=CC=CC=C1.[Na]